NC1=NN2C(N=CC=C2)=C1C(=O)NC(C)C=1C=C(C2=CN(N=C2C1OCC)C1CCC1)Cl 2-amino-N-(1-(4-chloro-2-cyclobutyl-7-ethoxy-2H-indazol-6-yl)ethyl)pyrazolo[1,5-a]pyrimidine-3-carboxamide